OC1C2C3=C(C1CC2)C=C(C=C3)O 3,6-dihydroxybenzonorbornene